4-ethylpiperazine-1-formic acid-2-methylpropan-2-yl ester CC(C)(C)OC(=O)N1CCN(CC1)CC